tert-butyl N-[(Z)-{[(tert-butyloxy)carbonyl]imino}(1H-pyrazol-1-yl)methyl]carbamate C(C)(C)(C)OC(=O)\N=C(\NC(OC(C)(C)C)=O)/N1N=CC=C1